C(C1=CC=CC=C1)N(C(S)=N)C benzylmethylisothiourea